N-(3-((2-((4-methyl-6-(4-methylpiperazin-1-yl)pyridin-3-yl)amino)-5-(trifluoromethyl)pyridin-4-yl)amino)propyl)-cyclobutanecarboxamide CC1=C(C=NC(=C1)N1CCN(CC1)C)NC1=NC=C(C(=C1)NCCCNC(=O)C1CCC1)C(F)(F)F